COC=1C=C(C=CC1)C1=NC2=C(N1C1CC(C1)C(NC)=O)C=C(C=C2)C(=O)NCCCN2CCN(CC2)C2=CC=CC=C2 2-(3-methoxyphenyl)-1-((1r,3s)-3-(methylcarbamoyl)cyclobutyl)-N-(3-(4-phenylpiperazin-1-yl)propyl)-1H-benzo[d]imidazole-6-carboxamide